(2r,7as)-2-hydroxy-6-methylene-tetrahydro-1H-pyrrolizine O[C@@H]1C[C@@H]2CC(CN2C1)=C